CC(C(=O)OC=1COC(C1[Se]C1=CC=CC=C1)C1=C(C=CC=C1)C)CC (5-o-tolyl-4-(phenylseleno)-2,5-dihydrofuran-3-yl) methylbutanoate